COC=1C=C2C(=CC(=NC2=CC1OC)SC)OC1=C(C=C(C=C1)NC(=O)C1(CC1)C(=O)NC1=CC=C(C=C1)F)F N-(4-{[6,7-Bis(methyloxy)-2-(methylthio)chinolin-4-yl]oxy}-3-fluorophenyl)-N'-(4-fluorophenyl)cyclopropan-1,1-dicarboxamid